1-(5-(3-cyano-6-(4-(piperazin-1-yl)phenyl)pyrazolo[1,5-a]pyrazin-4-yl)pyridin-2-yl)-4-ethyl-N-isopropylpiperidine-4-carboxamide HCl salt Cl.C(#N)C=1C=NN2C1C(=NC(=C2)C2=CC=C(C=C2)N2CCNCC2)C=2C=CC(=NC2)N2CCC(CC2)(C(=O)NC(C)C)CC